OC[C@H]1O[C@H](CN(C1)C(C1=CC=CC=C1)(C1=CC=CC=C1)C1=CC=CC=C1)N1C(N=C(C=C1)NC(C1=CC=CC=C1)=O)=O N-{1-[(2R,6S)-6-(hydroxymethyl)-4-tritylmorpholin-2-yl]-2-oxo-1,2-dihydropyrimidin-4-yl}benzamide